C(#N)C1=CC(=C(C=C1)NS(=O)(=O)C1=CNC=C1CC1=CC(=CC=C1)OC(C)C)F N-(4-cyano-2-fluoro-phenyl)-4-[(3-isopropoxyphenyl)methyl]-1H-pyrrole-3-sulfonamide